O=C1NC(CCC1N1C(C2=CC=C(C=C2C1)CNC(NC1CCC(CC1)OCC1=CC=C(C=C1)CN)=O)=O)=O 3-{[2-(2,6-dioxopiperidin-3-yl)-1-oxo-2,3-dihydro-1H-isoindol-5-yl]methyl}-1-[(1r,4r)-4-{[4-(aminomethyl)phenyl]methoxy}cyclohexyl]urea